C(C)(C)(C)OC(=O)N1C=C(C2=CC=CC=C12)C[C@H](C(=O)OC)N (R)-3-(2-amino-3-methoxy-3-oxopropyl)-1H-indole-1-carboxylic acid tert-butyl ester